5-chloro-6-(chloromethyl)-2,2-dimethyl-1,3-benzodioxole ClC1=CC2=C(OC(O2)(C)C)C=C1CCl